C[C@](N(C(=O)OC(C)(C)C)C)(CCC(=O)O)C(=O)O.ClC1=C(C(=O)NCC=O)C=CC(=C1OCC1=CC=C(C=C1)OC)OCC1=CC=C(C=C1)OC 2-chloro-3,4-bis((4-methoxybenzyl)oxy)-N-(2-oxoethyl)benzamide dimethyl-(tert-butoxycarbonyl)-L-glutamate